3-(5-bromo-2-(trifluoromethyl)phenyl)-3-hydroxycyclobutyl-carboxylic acid BrC=1C=CC(=C(C1)C1(CC(C1)C(=O)O)O)C(F)(F)F